C(C)OC=1C=C(C=CC1)C1=C(C=2CC3=CC=CC=C3C2C=C1)C1=CC(=CC=C1)OCC bis(3-ethoxyphenyl)-fluorene